N(=C=S)C=1C=C(CN2CCN(CCN(CCN(CC2)CC(=O)O)CC(=O)O)CC(=O)O)C=CC1 2,2',2''-(10-(3-isothiocyanatobenzyl)-1,4,7,10-tetraazacyclododecane-1,4,7-triyl)triacetic acid